NC=1C=C(C=CC1)S(=O)(=O)NC(=O)C=1C(=NC(=CC1)C(C)(C)C)C1=CC=C(C=C1)F N-(3-Aminophenyl)sulfonyl-6-tert-butyl-2-(4-fluorophenyl)pyridin-3-carboxamid